NC1=NC=NN2C1=C(C=C2C2CCN(CC2)C(C(C)C)=O)C2=CC=C(C=C2)C2=C(C(N(C(=C2Br)C)C2=NC=CC=C2)=O)C(=O)N (4-(4-amino-7-(1-isobutyrylpiperidin-4-yl)pyrrolo[2,1-f][1,2,4]triazin-5-yl)phenyl)-5-bromo-6-methyl-2-oxo-2H-[1,2'-bipyridine]-3-carboxamide